C(C)(C)(C)OC(COC=1C=NC(=NC1)CBr)=O 2-((2-(Bromomethyl)pyrimidin-5-yl)oxy)acetic acid tert-butyl ester